COC1=CC=C(OCC(=O)N2CC3N(C(C4=C(NC3=O)C=CC(=C4)C4=CC(=CC=C4)C(F)(F)F)=O)CC2)C=C1 2-(2-(4-methoxyphenoxy)acetyl)-8-(3-(trifluoromethyl)phenyl)-1,3,4,12a-tetrahydrobenzo[e]pyrazino[1,2-a][1,4]diazepine-6,12(2H,11H)-dione